2-propene Disodium salt [Na].[Na].CC=C